C(CCCCCCCCCCCCCCC)(=O)OCC(COC(N(C)C1CN(C1)CCO)=O)OC(CCCCCCCCCCCCCCC)=O 3-(((1-(2-hydroxyethyl)azetidin-3-yl)(methyl)carbamoyl)oxy)propane-1,2-diyl dipalmitate